1,2-dimethyl-Amyl-4-oxo-6-(trifluoromethoxy)-1,4-dihydroquinoline-3-carboxamide CC(C(CCC)C)N1C=C(C(C2=CC(=CC=C12)OC(F)(F)F)=O)C(=O)N